S1C(=NC2=NC=CC=C21)NC(=O)C=2C=CC=C1CCN(CC21)C2=CC=CC(=N2)C(=O)O 6-[8-([1,3]thiazolo[4,5-b]pyridin-2-ylcarbamoyl)-3,4-dihydroisoquinolin-2(1H)-yl]pyridine-2-carboxylic acid